4-ethyl-1-((5-methoxy-7-methyl-1H-indol-4-yl)methyl)piperidin-2-yl-benzoic acid C(C)C1CC(N(CC1)CC1=C2C=CNC2=C(C=C1OC)C)C1=C(C(=O)O)C=CC=C1